methyl-3H-thieno[3,2-d][1,2,3]triazin-4-one CN1N=NC2=C(C1=O)SC=C2